3-(aminomethyl)cyclohexanecarboxylic acid NCC1CC(CCC1)C(=O)O